P(=O)(OOC)(OO)[O-] methoxy (hydroxy) phosphate